(2-(2,6-dioxopiperidin-3-yl)benzo[d]oxazol-6-yl)methyl (2-fluoro-5-(trifluoromethoxy)phenyl)carbamate FC1=C(C=C(C=C1)OC(F)(F)F)NC(OCC1=CC2=C(N=C(O2)C2C(NC(CC2)=O)=O)C=C1)=O